CC1=C(CN2CC(CCC2)C2=NN(C(N2)=O)C=2C=CC=C3C=CC(NC23)=O)C=CC(=C1)C 8-(3-(1-(2,4-dimethylbenzyl)piperidin-3-yl)-5-oxo-4,5-dihydro-1H-1,2,4-triazol-1-yl)quinolin-2(1H)-one